NC1=NC(=C2N=CN(C2=N1)CC1=CC=C(C(=O)NC2=C(C=CC=C2)N)C=C1)C=1OC(=CC1)C 4-((2-amino-6-(5-methylfuran-2-yl)-9H-purin-9-yl)methyl)-N-(2-aminophenyl)benzamide